linalylamine C(C)(C=C)(CCC=C(C)C)N